ClC1=C(C=NN1C)S(=O)(=O)N1CCC(CC1)C=1C(=NC=2N(C1)N=CN2)C 6-(1-((5-chloro-1-methyl-1H-pyrazol-4-yl)sulfonyl)piperidin-4-yl)-5-methyl-[1,2,4]triazolo[1,5-a]pyrimidine